2-[1-[(4-tert-butylphenyl)methyl]-5-oxopyrrolidin-2-yl]-N-(furan-2-ylmethyl)acetamide C(C)(C)(C)C1=CC=C(C=C1)CN1C(CCC1=O)CC(=O)NCC=1OC=CC1